3-[1-(4-fluoro-3-methyl-phenyl)-5-hydroxy-2-tetrahydropyran-4-yl-indol-3-yl]-1-(methoxymethyl)cyclobutanecarboxylate FC1=C(C=C(C=C1)N1C(=C(C2=CC(=CC=C12)O)C1CC(C1)(C(=O)[O-])COC)C1CCOCC1)C